2-Methyl-6-{2-[methyl-(2,2,6,6-tetramethylpiperidin-4-yl)amino][1,3]thiazolo[5,4-d]pyrimidin-5-yl}-1,3-benzoxazol-4-carbonitril CC=1OC=2C(N1)=C(C=C(C2)C=2N=CC1=C(N2)SC(=N1)N(C1CC(NC(C1)(C)C)(C)C)C)C#N